OC1C(OC(C1O)OC)C#N 3,4-dihydroxy-5-(methoxy)tetrahydrofuran-2-carbonitrile